N=S(=O)(C)CCC1CCN(CC1)C1=CC=NC2=CC(=CN=C12)OC imino(2-(1-(7-methoxy-1,5-naphthyridin-4-yl)piperidin-4-yl)ethyl)(methyl)-λ6-sulfanone